N-(3,5-dimethoxyphenethyl)-6-(4-ethoxy-2-methylphenyl)pyrazine-2-carboxamide COC=1C=C(CCNC(=O)C2=NC(=CN=C2)C2=C(C=C(C=C2)OCC)C)C=C(C1)OC